C(#N)/N=C(\NCCCCC1CCN(CC1)C(=O)C=1C=C(C=CC1)NC(OC(C)(C)C)=O)/NC=1C=NC=CC1 tert-butyl (E)-(3-(4-(4-(2-cyano-3-(pyridin-3-yl)guanidino)butyl)piperidine-1-carbonyl)phenyl)carbamate